CCCCCCCC/C=C\\CCCCCCCC(=O)OCC(O)COC(=O)CCCCCCC/C=C\\CCCCCCCC The molecule is a 1,3-diglyceride with both acyl groups specified as oleoyl. It is a 1,3-diglyceride, a dioleoylglycerol and a diacylglycerol (18:1/0:0/18:1). It derives from an oleic acid.